C(CCCCCCC\C=C/CCCCCCCC)(=S)O thio-oleic acid